C(C)(C)(C)OC(=O)NC=1SC=C(N1)/C=C/C(CCCC(=O)OCC)NC ethyl (6E)-7-[2-[(tert-butoxycarbonyl)amino]-1,3-thiazol-4-yl]-5-(methylamino)hept-6-enoate